8-(5-chloro-3-fluoropyridin-2-yl)-9-(4-((1-(3-fluoropropyl)azetidin-3-yl)methyl)phenyl)-6,7-dihydro-5H-benzo[7]annulene-3-carboxylic acid ClC=1C=C(C(=NC1)C=1CCCC2=C(C1C1=CC=C(C=C1)CC1CN(C1)CCCF)C=CC(=C2)C(=O)O)F